C(N)(=O)C=1N=C(SC1)COC1=CC=C(C=C1)C(C)(C)C1=CC=C(OCCCNC(OC(C)(C)C)=O)C=C1 tert-butyl (3-(4-(2-(4-((4-carbamoylthiazol-2-yl)methoxy)phenyl) propan-2-yl)phenoxy)propyl)carbamate